FCCCN1C[C@H](CC1)OC1=CC=C(C=C1)C1=CCCCC=2C=3C=CN(C3C=CC21)S(=O)(=O)C2=CC=C(C)C=C2 (S)-6-(4-((1-(3-fluoropropyl)pyrrolidin-3-yl)oxy)phenyl)-3-tosyl-3,8,9,10-tetrahydrocyclohepta[e]indole